3-(4-Fluoro-phenyl)-2-(2-{3-[4-(2-hydroxy-ethyl)-piperazin-1-yl]-phenylamino}-pyrimidin-4-yl)-thiazolo[3,2-a]pyrimidin-5-one FC1=CC=C(C=C1)C1=C(SC=2N1C(C=CN2)=O)C2=NC(=NC=C2)NC2=CC(=CC=C2)N2CCN(CC2)CCO